N1(CCCC1)C1CC=2N(C3=C(C1)C=CC=C3)C=NN2 5-(pyrrolidin-1-yl)-5,6-dihydro-4H-[1,2,4]triazolo[4,3-a][1]benzazepine